OC1=C(C(=CC(=C1CN(C(=O)N1CCCCC1)C)CCCCC)O)C1CCCC(=C1)C N-((2,6-dihydroxy-5'-methyl-4-pentyl-1',2',3',4'-tetrahydro-[1,1'-biphenyl]-3-yl)methyl)-N-methylpiperidine-1-carboxamide